O=C1N(CCC(N1COCC[Si](C)(C)C)=O)C1=C2C=CN(C2=CC=C1)C1CC2(C1)CCN(CC2)C(=O)OC(C)(C)C tert-Butyl 2-(4-(2,4-dioxo-3-((2-(trimethylsilyl)ethoxy)methyl)tetrahydropyrimidin-1(2H)-yl)-1H-indol-1-yl)-7-azaspiro[3.5]nonane-7-carboxylate